CC1=NC=CC(=C1)C1=C([N+](=CC2=CC3=C(C=C12)C=NN3C3OCCCC3)[O-])C3CCOCC3 5-(2-methyl-4-pyridinyl)-7-oxido-1-tetrahydropyran-2-yl-6-tetrahydropyran-4-yl-pyrazolo[4,3-g]isoquinolin-7-ium